5-(2-methylpyridin-4-yl)-N-(2-morpholinyl-5-(piperidin-1-yl)thiazolo[4,5-b]pyridin-6-yl)furan-2-carboxamide CC1=NC=CC(=C1)C1=CC=C(O1)C(=O)NC=1C=C2C(=NC1N1CCCCC1)N=C(S2)N2CCOCC2